N[C@H](C(=O)O)CCCCNC(CCC1N=CC=N1)=O (2S)-2-amino-6-[3-(2H-imidazol-2-yl)propanoylamino]hexanoic acid